NC1=NC=C(C=2C1=NC(=C(N2)N[C@H]2C[C@H](CC2)O)CC)C2=CN(C=C2)C2CCN(CC2)C (1S,3R)-3-((5-amino-3-ethyl-8-(1-(1-Methylpiperidin-4-yl)-1H-pyrrol-3-yl)pyrido[3,4-b]pyrazin-2-yl)amino)cyclopentan-1-ol